N[C@@H](C)C1CCC(CC1)CNC(OC(C)(C)C)=O tert-butyl {(1S,4r)-4-[(1S)-1-aminoethyl]cyclohexyl}methylcarbamate